C(C=C)(=O)NCCC acrylamido-propane